3-mercapto-n-nonylpropionamide CCCCCCCCCNC(=O)CCS